C12N(CC(NC1)CC2)C=2C1=C(N=C(N2)OC([2H])([2H])[C@H]2N(CCC2)C([2H])([2H])[2H])C(N(C=C1)C1=CC(=CC2=CC=C(C(=C12)CC)F)O)=O 4-(2,5-Diazabicyclo[2.2.2]octan-2-yl)-7-(8-ethyl-7-fluoro-3-hydroxynaphthalen-1-yl)-2-(((S)-1-(methyl-d3)pyrrolidin-2-yl)methoxy-d2)pyrido[3,4-d]pyrimidin-8(7H)-one